(5-bromo-7-(difluoromethoxy)-1-(tetrahydro-2H-pyran-2-yl)-1H-indazol-3-yl)-4-fluorobenzamide BrC=1C=C2C(=NN(C2=C(C1)OC(F)F)C1OCCCC1)C1=C(C(=O)N)C=CC(=C1)F